COC1=CC=C2/C(/C(NC2=C1)=O)=N/NC(NC1=CC(=CC=C1)[N+](=O)[O-])=S (Z)-2-(6-methoxy-2-oxoindolin-3-ylidene)-N-(3-nitrophenyl)hydrazine-1-carbothioamide